(1R)-7-Bromoindanylamine BrC=1C=CC=C2CC[C@H](C12)N